C(#N)C1=C(OC2=CC=C3N=CC(=NC3=C2)[C@H]2COC3(C2)CCN(CC3)C3CCC(CC3)C3=C(C=C(C=C3)NC3C(NC(CC3)=O)=O)F)C(=CC=C1NS(N(C)CC)(=O)=O)F (3s)-3-[7-[2-cyano-3-[[ethyl(methyl)sulfamoyl]amino]-6-fluoro-phenoxy]quinoxalin-2-yl]-8-[4-[4-[(2,6-dioxo-3-piperidyl)amino]-2-fluoro-phenyl]cyclohexyl]-1-oxa-8-azaspiro[4.5]decane